1-benzyl-3-(4-chlorophenyl)-3-methyl-5-phenyl-6-(propylthio)-3,5-dihydroimidazo[4,5-c][1,2]Thiazin-4(1H)-one 2,2-dioxide C(C1=CC=CC=C1)N1S(C(C(C2=C1N=C(N2C2=CC=CC=C2)SCCC)=O)(C)C2=CC=C(C=C2)Cl)(=O)=O